3-(cyanomethyl)2-cyanopyridine C(#N)CC=1C(=NC=CC1)C#N